[Cr](=O)(=O)([O-])O[Cr](=O)(=O)[O-].[NH4+].[Cu+] copper ammonium dichromate